N-[(3R)-1-Ethyl-3-piperidyl]-7-(1H-indol-6-yl)-1-methyl-pyrazolo[3,4-d]pyridazin-4-amine C(C)N1C[C@@H](CCC1)NC1=C2C(=C(N=N1)C1=CC=C3C=CNC3=C1)N(N=C2)C